C(N)(O[C@@H](CC1=NC(=NO1)C1=CC=C(C=C1)OC1=NC=C(C=C1F)C1=CC=NN1C1OCCCC1)C(O)C(C)(C)C)=O ((2S)-tert-butyl 1-(3-(4-((3-fluoro-5-(1-(tetrahydro-2H-pyran-2-yl)-1H-pyrazol-5-yl) pyridin-2-yl) oxy) phenyl)-1,2,4-oxadiazol-5-yl)-3-hydroxypropan-2-yl) carbamate